C(C)(C)(C)N(C(O)=O)[C@@H](C)C1=NC(=NO1)C1=CC(=NC=C1)COC.N1(C=CC=C1)C1=CC=C(C=CC2=CC(C3C(C2C3C)C)=O)C=C1 (1S,5R)-4-(4-(1H-pyrrol-1-yl)styryl)-dimethylbicyclo[3.1.1]hept-3-en-2-one tert-butyl-(S)-(1-(3-(2-(methoxymethyl)pyridin-4-yl)-1,2,4-oxadiazol-5-yl)ethyl)carbamate